N-(3-(6-amino-5-(2-(methylamino)ethoxy)pyrimidin-4-yl)-5-fluoro-2-methylphenyl)-7-fluoro-3,3-dimethyl-2,3-dihydrobenzofuran-6-carboxamide NC1=C(C(=NC=N1)C=1C(=C(C=C(C1)F)NC(=O)C1=C(C2=C(C(CO2)(C)C)C=C1)F)C)OCCNC